2-(2S)-[4-[7-(5,6,7,8-tetrahydronaphthalen-1-yl)-2-(((S)-1-methylpyrrolidin-2-yl)methoxy)-5,6,7,8-tetrahydropyrido[3,4-d]pyrimidin-4-yl]-1-(2-fluoropropenyl)piperazin-2-yl]acetonitrile C1(=CC=CC=2CCCCC12)N1CC=2N=C(N=C(C2CC1)N1C[C@@H](N(CC1)C=C(C)F)CC#N)OC[C@H]1N(CCC1)C